IC1=CN(C=2C1=NC(=CC2)OC)S(=O)(=O)C2=CC=C(C=C2)C 3-iodo-5-methoxy-1-(4-methylbenzenesulfonyl)-1H-pyrrolo[3,2-b]pyridine